3-((4-(Piperidin-4-yl)phenyl)amino)piperidine-2,6-dione 2,2,2-trifluoroacetate FC(C(=O)O)(F)F.N1CCC(CC1)C1=CC=C(C=C1)NC1C(NC(CC1)=O)=O